ClC=1C=NC(=NC1)OC1=C(C=CC=C1)C1=CC(=NO1)C(F)(F)F 5-chloro-2-[2-[3-(trifluoromethyl)-5-isoxazolyl]phenoxy]pyrimidine